5,6-dihydrobenzo[f]imidazo[1,2-d][1,4]oxazepine N=1C=CN2CCOC3=C(C21)C=CC=C3